(R)-(2-(benzofuran-3-yl)-1-(((2-nitrophenyl)methyl)sulfonamido)ethyl)boronic acid O1C=C(C2=C1C=CC=C2)C[C@H](NS(=O)(=O)CC2=C(C=CC=C2)[N+](=O)[O-])B(O)O